5-methylthio-phenethylamine CSC=1C=CC=C(CCN)C1